bromopotassium Br[K]